C(CCCCCCCCCCC)SC(=S)SC(C(=O)OCCC=C)(C)C 3-butenyl 2-(dodecylmercaptothiocarbonylthio)-2-methylpropionate